C(C)N(CC)CC1CN(C1)C=1C=CC=2N(C(C=C(N2)C2=NN3C(C(=NC(=C3)C)C)=C2)=O)C1 7-{3-[(diethylamino)methyl]azetidin-1-yl}-2-(4,6-dimethylpyrazolo[1,5-a]pyrazin-2-yl)-4H-pyrido[1,2-a]pyrimidin-4-one